FC(CNC(=O)C1=CN=C2N1C=C(C=C2)C2=CNC1=NC(=CC=C12)NC1=CC(=CC=C1)N1CCN(CC1)C)F N-(2,2-difluoroethyl)-6-(6-((3-(4-methylpiperazin-1-yl)phenyl)amino)-1H-pyrrolo[2,3-b]pyridin-3-yl)imidazo[1,2-a]pyridine-3-carboxamide